N[C@@H](C)C=1C(NC2=CC(=C(C=C2C1)Cl)OCC1=NC=CC=C1)=O (S)-3-(1-aminoethyl)-6-chloro-7-(pyridin-2-yl-methoxy)quinolin-2(1H)-one